BrC1=CC(=C(C=C1C)N(C(C#CC)=O)C1=CC=C2C(=N1)C(=NN2C)C#N)C2CC2 N-(4-bromo-2-cyclopropyl-5-methylphenyl)-N-{3-cyano-1-methylpyrazolo[4,3-b]pyridin-5-yl}but-2-ynamide